(8-(methylamino)-5-(5-(2-(methylthio)ethoxy)benzo[d]oxazol-2-yl)-2,7-naphthyridin-3-yl)cyclopropanecarboxamide CNC=1N=CC(=C2C=C(N=CC12)C1(CC1)C(=O)N)C=1OC2=C(N1)C=C(C=C2)OCCSC